C(C)(C)(C)OOC(C)C#CC(C)OOC(C)(C)C 2,5-di(tert-butylperoxy)hexyne